(S)-4,5-dimethyl-1,2,3-oxathiazolidine-3-carboxylate 2,2-dioxide C[C@@H]1N(S(OC1C)(=O)=O)C(=O)[O-]